CC1=CC=C(N=N1)CC1=NC2=CC=CC=C2C(=N1)N ((6-methylpyridazin-3-yl)methyl)quinazolin-4-amine